N-benzyl-7-(4-bromo-3-chloro-benzoyl)-2-[4-(5-methylpyrazol-1-yl)phenyl]-3-oxo-6,8-dihydro-5H-imidazo[1,5-a]pyrazine-1-carboxamide C(C1=CC=CC=C1)NC(=O)C=1N(C(N2C1CN(CC2)C(C2=CC(=C(C=C2)Br)Cl)=O)=O)C2=CC=C(C=C2)N2N=CC=C2C